BrC=1C=C(C(=NC1)N)C1=NOC(=N1)C1=C(C=CC(=C1)Cl)Cl 5-bromo-3-(5-(2,5-dichlorophenyl)-1,2,4-oxadiazol-3-yl)pyridin-2-amine